2-[2-hydroxy-4-(2-hydroxyethyl)phenyl]-4,6-bis(2,4-dimethylphenyl)-s-triazine OC1=C(C=CC(=C1)CCO)C1=NC(=NC(=N1)C1=C(C=C(C=C1)C)C)C1=C(C=C(C=C1)C)C